phenalenecarbaldehyde C1(C=CC2=CC=CC3=CC=CC1=C23)C=O